CN1S(C=CC1=O)(=O)=O methyl-4-isothiazolintrione